[Na+].[O-]C(=O)CCCCCCCCC.[Na+].[O-]C(=O)CCCCCCCCC sodium caprate, sodium salt